4-amino-8-(2-cyclopropylpyridin-3-yl)-N-propylisoquinoline-3-carboxamide NC1=C(N=CC2=C(C=CC=C12)C=1C(=NC=CC1)C1CC1)C(=O)NCCC